6-(2,6-difluoro-3,5-dimethoxyphenyl)-3-(5-fluoro-2-nitrophenyl)-4,5,6,7-tetrahydro-1H-indazole FC1=C(C(=C(C=C1OC)OC)F)C1CCC=2C(=NNC2C1)C1=C(C=CC(=C1)F)[N+](=O)[O-]